C(N)(=O)C1=CC(=C(C(=C1)N)NCCCN1CCC(CC1)C(=O)NC1=CC2=CC=CC=C2C=C1)OC (3-((4-carbamoyl-2-methoxy-6-aminophenyl)amino)propyl)-N-(naphthalen-2-yl)piperidine-4-carboxamide